2-(5-isopentyl-3-methyl-2-(methylamino)cyclohexyl)propan-2-ol C(CC(C)C)C1CC(C(C(C1)C(C)(C)O)NC)C